3-(tert-butyl) 6-methyl 3-azabicyclo[3.1.1]heptane-3,6-dicarboxylate C12CN(CC(C1C(=O)OC)C2)C(=O)OC(C)(C)C